tert-butyl 3-(2-(5-((4-(ethylthio)-2,6-dioxo-3-(2,4,5-trifluorobenzyl)-3,6-dihydro-1,3,5-triazin-1(2H)-yl)methyl)-1H-1,2,4-triazol-1-yl)ethyl)benzoate C(C)SC=1N(C(N(C(N1)=O)CC1=NC=NN1CCC=1C=C(C(=O)OC(C)(C)C)C=CC1)=O)CC1=C(C=C(C(=C1)F)F)F